3-((1H-pyrazolo[3,4-b]pyridin-5-yl)ethynyl)-4-methyl-N-(4-((4-methylpiperazine-1-yl)methyl)-3-(trifluoromethyl)phenyl)benzamide N1N=CC=2C1=NC=C(C2)C#CC=2C=C(C(=O)NC1=CC(=C(C=C1)CN1CCN(CC1)C)C(F)(F)F)C=CC2C